COC1=CC=C(C=C1)C1=CC=2C(=NC=CC2)OC1=O 3-(4-methoxy-phenyl)-pyrano[2,3-b]pyridin-2-one